2-phenylhept-2-enenitrile C1(=CC=CC=C1)C(C#N)=CCCCC